N1C=NC2=C1C=CC=C2[C@@H](C=2N=NN(C2)C(C)C)NC=2C=C1C(=C(C=NC1=C(C2)Cl)C#N)NC2=CC(=C(C=C2)F)Cl (S)-6-(((1H-benzo[d]imidazol-4-yL)(1-isopropyl-1H-1,2,3-triazol-4-yl)methyl)amino)-8-chloro-4-((3-chloro-4-fluorophenyl)amino)quinoline-3-carbonitrile